2-(Cyclohexylamino)ethane-1-sulfonic acid C1(CCCCC1)NCCS(=O)(=O)O